(R or S)-N-(5-fluoro-6-(4-(1-methyl-5-oxopyrrolidin-2-yl)-1H-imidazol-1-yl)pyridin-3-yl)-2-(5-methyl-3-(trifluoromethyl)-1H-pyrazol-1-yl)acetamide FC=1C=C(C=NC1N1C=NC(=C1)[C@@H]1N(C(CC1)=O)C)NC(CN1N=C(C=C1C)C(F)(F)F)=O |o1:12|